methyl (S)-3-cyclohexyl-3-((4-(trifluoromethoxy)phenyl)sulfonamido)propanoate C1(CCCCC1)[C@H](CC(=O)OC)NS(=O)(=O)C1=CC=C(C=C1)OC(F)(F)F